C12CC(CC(CC1)N2)N(C=2SC1=C(C=NC(=C1)C=1C=C(C=3N(C1)C=C(N3)C)C#N)N2)C 6-{2-[(3-exo)-8-azabicyclo[3.2.1]oct-3-yl(methyl)amino][1,3]thiazolo[4,5-c]pyridin-6-yl}-2-methylimidazo[1,2-a]pyridine-8-carbonitrile